ClC1=C(C=2C(=NC=C(C2)B2OC(C(O2)(C)C)(C)C)N1S(=O)(=O)C1=CC=C(C)C=C1)C1=CC(=CC=C1)F 2-chloro-3-(3-fluorophenyl)-5-(4,4,5,5-tetramethyl-1,3,2-dioxaborolan-2-yl)-1-tosyl-1H-pyrrolo[2,3-b]pyridine